1-Butoxypropan-2-amin C(CCC)OCC(C)N